2-(2-(azetidin-3-ylmethyl)imidazo[1,2-a]pyridin-7-yl)-3,4-dichlorophenol N1CC(C1)CC=1N=C2N(C=CC(=C2)C2=C(C=CC(=C2Cl)Cl)O)C1